3-(6-imino-3-phenylpyridazin-1-yl)propionic acid N=C1C=CC(=NN1CCC(=O)O)C1=CC=CC=C1